C(C)(C)(C)OC(=O)NC1(CCN(CC1)C1=NC=C(C=2N1C=CN2)I)C 5-(4-((tert-butoxycarbonyl)amino)-4-methylpiperidin-1-yl)-8-iodoimidazo[1,2-c]pyrimidine